COC(=O)C1=CC(=C(C=C1)C1=C(C=CC(=C1)OC)F)C(CN)(C)C 2-(2-amino-1,1-dimethyl-ethyl)-2'-fluoro-5'-methoxy-biphenyl-4-carboxylic acid methyl ester